2-(4-isopropyl-5-(8-methoxy-[1,2,4]triazolo[1,5-a]pyridin-6-yl)-1H-pyrazol-3-yl)-5-(6-isopropyl-2,6-diazaspiro[3.3]heptan-2-yl)-4-methylthiazole C(C)(C)C=1C(=NNC1C=1C=C(C=2N(C1)N=CN2)OC)C=2SC(=C(N2)C)N2CC1(C2)CN(C1)C(C)C